ClC1=CC=C(C=C1)C1(CC1)CNS(=O)(=O)C1=CC=C(C=C1)OC(F)(F)F N-((1-(4-chlorophenyl)cyclopropyl)methyl)-4-(trifluoromethoxy)benzenesulfonamide